4,6-dinitro-O-Cresol CC1=CC(=CC(=C1O)[N+](=O)[O-])[N+](=O)[O-]